C(C)N1C=NC2=C1C(=C(C=C2)N)OC 1-Ethyl-7-methoxy-1H-benzo[d]imidazol-6-amine